allyl (S)-(5-(benzyloxy)-2-(6-(((tert-butyldimethyl-silyl)oxy)methyl)-4-(thiophen-3-yl)-1,2,3,6-tetrahydropyridine-1-carbonyl)-4-methoxyphenyl)carbamate C(C1=CC=CC=C1)OC=1C(=CC(=C(C1)NC(OCC=C)=O)C(=O)N1CCC(=C[C@H]1CO[Si](C)(C)C(C)(C)C)C1=CSC=C1)OC